2-((2S)-4-(5-(2-fluoro-6-methylphenyl)-3,4-dihydro-2H-pyrano[2,3-f]quinazolin-10-yl)-1-(2-fluoroacryloyl)piperazin-2-yl)acetonitrile FC1=C(C(=CC=C1)C)C1=C2C(=C3C(=NC=NC3=C1)N1C[C@@H](N(CC1)C(C(=C)F)=O)CC#N)OCCC2